2-naphthyl phenyl ketone C1(=CC=CC=C1)C(=O)C1=CC2=CC=CC=C2C=C1